2-(4-methoxy-4-oxobutanoylamino)-5-methylbenzoic acid methyl ester COC(C1=C(C=CC(=C1)C)NC(CCC(=O)OC)=O)=O